COC(N[C@H](C(=O)NC=1C(N(C=CC1)CC1=NC2=C(N1)C=CC=C2CC(C)C)=O)CC\C=C\C(=O)NC)=O Methyl-(S,E)-(1-((1-((4-isobutyl-1H-benzo[d]imidazol-2-yl)methyl)-2-oxo-1,2-dihydropyridin-3-yl)amino)-7-(methylamino)-1,7-dioxohept-5-en-2-yl)carbamat